tert-butyl 4-fluoro-2,8-diazaspiro[4.5]decane-2-carboxylate FC1CN(CC12CCNCC2)C(=O)OC(C)(C)C